(±)-2-(2-(7-(3-(aminomethyl)-2-fluorophenyl)benzofuran-5-yl)-4-methyl-3,4-dihydro-2H-Benzo[b][1,4]oxazin-8-yl)ethyl acetate C(C)(=O)OCCC1=CC=CC2=C1O[C@@H](CN2C)C=2C=C(C1=C(C=CO1)C2)C2=C(C(=CC=C2)CN)F |r|